3-(4-chloro-3,5-dimethyl-pyrazol-1-yl)-N-(2,2-dimethyl-1,3-benzodioxol-5-yl)-N-methyl-benzamide ClC=1C(=NN(C1C)C=1C=C(C(=O)N(C)C2=CC3=C(OC(O3)(C)C)C=C2)C=CC1)C